NC(C(=O)O)(CCCCB(O)O)C1CNC1 2-amino-2-(azetidin-3-yl)-6-boronohexanoic acid